The molecule is a lathyrane diterpenoid isolated from the roots of Euphorbia micractina. It is a lathyrane diterpenoid, a benzoate ester and an epoxide. C[C@H]1C[C@]2([C@H]([C@H]1OC(=O)C3=CC=CC=C3)[C@@H]4[C@](O4)(CC[C@H]5[C@H](C5(C)C)/C=C(/C2=O)\\C)C)OC(=O)C6=CC=CC=C6